NCCCCCCNC(=O)C1=C(C=C(C=C1)NC(=O)C=1N(C(=CN1)C1=C(C(=C(C=C1)OC)F)F)C)Cl N-[4-(6-aminohexyl-carbamoyl)-3-chloro-phenyl]-5-(2,3-difluoro-4-methoxy-phenyl)-1-methyl-imidazole-2-carboxamide